O1C(=CC=C1)C1=C(N)C=CC=C1 2-(2-furyl)aniline